BrC1=CNC2=C1N=CN=C2NCC2=C(C=C(C=C2)OC)OC 7-bromo-N-[(2,4-dimethoxyphenyl)methyl]-5H-pyrrolo[3,2-d]pyrimidin-4-amine